(8-anti)-8-(2-cyclopropylmethoxy-4-trifluoromethylphenoxy)-3-(6-trifluoromethylpyridazin-3-yl)-3-azabicyclo[3.2.1]octane C1(CC1)COC1=C(OC2C3CN(CC2CC3)C=3N=NC(=CC3)C(F)(F)F)C=CC(=C1)C(F)(F)F